4-fluoro-6-(8-methoxy-2-methylimidazo[1,2-b]pyridazin-6-yl)-N-methyl-N-(piperidin-4-yl)-1,3-benzothiazol-2-amine hydrochloride Cl.FC1=CC(=CC2=C1N=C(S2)N(C2CCNCC2)C)C=2C=C(C=1N(N2)C=C(N1)C)OC